ClC1=C(C=CC(=C1)[C@@H](CN[C@@H]([C@H]1CNC2=C(N1)N=CC=C2)C2=CC=CC=C2)C)CC(=O)O |o1:7| 2-(2-chloro-4-((S or R)-1-(((R)-phenyl((R)-1,2,3,4-tetrahydropyrido[2,3-b]pyrazin-3-yl)methyl)amino)propan-2-yl)phenyl)acetic acid